ClC1=NC=C2N(C(N(C2=N1)C12CC3C(C(CC(C1)C3)C2)=O)=O)C 2-chloro-7-methyl-9-(4-oxoadamantan-1-yl)-7,9-dihydro-8H-purin-8-one